3'-Desoxy-3'-fluoro-4'-vinyluridin-5'-{N,N'-bis[(S)-1-(isopropoxycarbonyl)ethyl] phosphordiamidat} C(C)(C)OC(=O)[C@H](C)NP(=O)(N[C@@H](C)C(=O)OC(C)C)OC[C@@]1([C@H]([C@H]([C@@H](O1)N1C(=O)NC(=O)C=C1)O)F)C=C